O=C1NC(CCC1N1C(C2=CC=CC(=C2C1=O)NCCCCNC(C1=CC=CC=C1)=O)=O)=O N-(4-((2-(2,6-dioxopiperidin-3-yl)-1,3-dioxoisoindolin-4-yl)amino)butyl)benzamide